phospho-glycerate P(=O)(O)(O)OC(C(=O)[O-])CO